N-((3S,4R)-4-((6-(2,6-dichloro-3,5-dimethoxyphenyl)-8-((tetrahydrofuran-3-yl)amino)pyrido[3,4-d]pyrimidin-2-yl)amino)-1-(2-(dimethylamino)ethyl)pyrrolidin-3-yl)acrylamide ClC1=C(C(=C(C=C1OC)OC)Cl)C1=CC2=C(N=C(N=C2)N[C@H]2[C@H](CN(C2)CCN(C)C)NC(C=C)=O)C(=N1)NC1COCC1